BrC1=CC=C2C(C(NC2=C1)=O)=C1NC2=CC=CC=C2C1=NOC(C(CC#C)(C)C)=O 6'-bromo-3-(((2,2-dimethylpent-4-ynoyl)oxy)imino)-[2,3'-biindolinylidene]-2'-one